ClC=1C=CC(=C(C1)[C@H](CCN)N1CCN(CC1)C(C)C)F (S)-3-(5-chloro-2-fluorophenyl)-3-(4-isopropylpiperazin-1-yl)propan-1-amine